BrC1=CC=CC(=N1)C1(CCN(CC1)C(=O)OC(C)(C)C)CO Tert-Butyl 4-(6-bromopyridin-2-yl)-4-(hydroxymethyl)piperidine-1-carboxylate